BrC=1C=NN2CCOC3=C(C21)C=C(S3)C(=O)N[C@@H]3CN[C@@H](C[C@H]3C3=CC(=C(C=C3)F)F)CCCN3CCC(CC3)O 10-bromo-N-((3S,4S,6R)-4-(3,4-difluorophenyl)-6-(3-(4-hydroxypiperidin-1-yl)propyl)piperidin-3-yl)-5,6-dihydropyrazolo[1,5-d]thieno[3,2-f][1,4]oxazepine-2-carboxamide